nonyl 8-((6-((4,4-bis(((Z)-oct-5-en-1-yl)oxy)butanoyl)oxy)hexyl)(2-((diethoxyphosphoryl)oxy)ethyl)amino)octanoate C(CCC\C=C/CC)OC(CCC(=O)OCCCCCCN(CCCCCCCC(=O)OCCCCCCCCC)CCOP(=O)(OCC)OCC)OCCCC\C=C/CC